chloro-4-((4-(4-(trifluoromethyl)piperidin-1-yl)phenyl)amino)benzonitrile ClC1=C(C#N)C=CC(=C1)NC1=CC=C(C=C1)N1CCC(CC1)C(F)(F)F